(3S,4S)-3-amino-3-(2-(2-fluoro-6-methylpyridin-3-yl)ethyl)-4-methylpyrrolidine-1-carboxylic acid tert-butyl ester C(C)(C)(C)OC(=O)N1C[C@@]([C@H](C1)C)(CCC=1C(=NC(=CC1)C)F)N